FC=1C=C(C=CC1)[C@@H]1N(CCC1)C=1C=CC=2N(N1)C(=CN2)C2=CC=CC(=N2)N2CCN(CC2)CC=2C=C1CN(C(C1=CC2)=O)C2C(NC(CC2)=O)=O 3-(5-((4-(6-(6-((R)-2-(3-fluorophenyl)pyrrolidin-1-yl)imidazo[1,2-b]pyridazin-3-yl)pyridin-2-yl)piperazin-1-yl)methyl)-1-oxoisoindolin-2-yl)piperidine-2,6-dione